R-chlorophenyl-ethyl-amine ClN(CC)C1=CC=CC=C1